N-(3-(N-(3-((3,5-dimethoxyphenyl)amino)quinoxaline-2-yl)sulfamoyl)phenyl)-3-methoxy-4-methylbenzamide COC=1C=C(C=C(C1)OC)NC=1C(=NC2=CC=CC=C2N1)NS(=O)(=O)C=1C=C(C=CC1)NC(C1=CC(=C(C=C1)C)OC)=O